C1(CC1)CN1C=C(C2=NN(C(C(=C21)C=2C=NC(=CC2)C)=O)C2=CC1=CN(N=C1C=C2)C)C(F)(F)F 5-(cyclopropylmethyl)-2-(2-methyl-2H-indazol-5-yl)-4-(6-methylpyridin-3-yl)-7-(trifluoromethyl)-2,5-dihydro-3H-pyrrolo[3,2-c]pyridazin-3-one